C1(CCCCC1)C(=O)OCCCCC(C(C#N)C#N)C1=CC=CC=C1 6,6-dicyano-5-phenylhexyl cyclohexanecarboxylate